N1=CN=C(C=C1)CNC(C)=O N-(pyrimidin-4-ylmethyl)acetamide